(R)-2-aminobutyric acid-3,3,4,4,4-d5 N[C@@H](C(=O)O)C(C([2H])([2H])[2H])([2H])[2H]